2,4,5,6-tetrafluoro-1,3-diaminobenzene FC1=C(C(=C(C(=C1N)F)F)F)N